CC(C)(C)S(=O)NC(C)C1=CC=CC=2N1N=CC2 2-methyl-N-(1-(pyrazolo[1,5-a]pyridin-7-yl)ethyl)propane-2-sulfinamide